N-(2-{[2-(Dimethylamino)ethyl](methyl)amino}-5-{4-[(4-hydroxy-cyclohexyl)amino]-6-phenylfuro[2,3-d]pyrimidin-5-yl}phenyl)prop-2-enamide CN(CCN(C1=C(C=C(C=C1)C1=C(OC=2N=CN=C(C21)NC2CCC(CC2)O)C2=CC=CC=C2)NC(C=C)=O)C)C